S-methylbenzo[1,2,3]thiadiazole-7-thiocarboxylate CS=C([O-])C1=CC=CC=2N=NSC21